C(C1=CC=CC=C1)OC=1C(=C(C(=C(C1F)C)C=O)C)Br 4-(benzyloxy)-3-bromo-5-fluoro-2,6-xylenecarbaldehyde